Cl.C1(CC1)C1(C(CNC1)O)C(F)(F)F 4-cyclopropyl-4-(trifluoromethyl)pyrrolidin-3-ol hydrochloride